C(C)(C)C1=C(NC2=CC=C(C=C12)C1CCN(CC1)CC(C)(O)C)C=1C=2N(C(=CC1)C)N=CN2 1-(4-(3-isopropyl-2-(5-methyl-[1,2,4]triazolo[1,5-a]pyridin-8-yl)-1H-indol-5-yl)piperidin-1-yl)-2-methylpropan-2-ol